N'-((2S,3S)-1-(azetidin-1-ylcarbonyl)-2-((2,3',5-trifluorobiphenyl-3-yl)methyl)pyrrolidin-3-yl)-N,N-dimethylsulfuric diamide N1(CCC1)C(=O)N1[C@H]([C@H](CC1)NS(N(C)C)(=O)=O)CC=1C(=C(C=C(C1)F)C1=CC(=CC=C1)F)F